FC(CCS(=O)(=O)NC1=CNC2=CC=C(C=C12)OCCC1=CC=C(C=C1)C(F)(F)F)(F)F 3,3,3-trifluoro-N-(5-(4-(trifluoromethyl)phenethoxy)-1H-indol-3-yl)propane-1-sulfonamide